CC1=CC=C(C(=N1)C(=O)O)N[C@H](C)C1=CC(=CC=2C=3N(C(=NC12)N1CCOCC1)C=C(N3)C(F)(F)F)C (R)-6-methyl-3-((1-(9-methyl-5-morpholino-2-(trifluoromethyl)imidazo[1,2-c]quinazolin-7-yl)ethyl)amino)picolinic acid